N1(CCN(CCN(CCC1)CC=1C(=C(C=C(C1)C)CNC(CO)O)O)CC=1C(=C(C=C(C1)C)CNC(CO)O)O)CC=1C(=C(C=C(C1)C)CNC(CO)O)O 1,1',1''-{1,4,7-triazecane-1,4,7-triyltris[methylene(2-hydroxy-5-methyl-3,1-phenylene)methyleneazanediyl]}tri(ethane-1,2-diol)